5-(7,8-dimethyl-[1,2,4]triazolo[1,5-a]pyridin-6-yl)-4-isopropyl-3-methyl-6H-thieno[2,3-b]pyrrole CC1=C(C=2N(C=C1C1=C(C3=C(N1)SC=C3C)C(C)C)N=CN2)C